2-((1-methylpiperidin-4-yl)oxy)-5-((1S,5R)-5-(trifluoromethyl)-3-azabicyclo[3.1.0]hexane-1-yl)-1,3,4-oxadiazole CN1CCC(CC1)OC=1OC(=NN1)[C@@]12CNC[C@]2(C1)C(F)(F)F